[Si](C)(C)(C(C)(C)C)OCCOC1=NC(=CN=C1)Cl 2-(2-((tert-butyldimethylsilyl)oxy)ethoxy)-6-chloropyrazine